C(C)OC(=O)C=1C(=C2N(N1)CCC2)C 3-methyl-5,6-dihydro-4H-pyrrolo[1,2-b]pyrazole-2-carboxylic acid ethyl ester